8-((2s,5r)-4-((4-cyanophenyl)(4-fluorophenyl)methyl)-2,5-dimethylpiperazin-1-yl)-6-oxo-5,6-dihydro-1,5-naphthyridine-2-carbonitrile C(#N)C1=CC=C(C=C1)C(N1C[C@@H](N(C[C@H]1C)C1=CC(NC=2C=CC(=NC12)C#N)=O)C)C1=CC=C(C=C1)F